1-(5-nitrobenzofuran-2-yl)ethanone [N+](=O)([O-])C=1C=CC2=C(C=C(O2)C(C)=O)C1